Aluminium propionat C(CC)(=O)[O-].[Al+3].C(CC)(=O)[O-].C(CC)(=O)[O-]